NCC1CCC(CC1)CNC(=NC(C)C)NC(C)C 1-(4-aminomethyl-cyclohexylmethyl)-2,3-diisopropylguanidine